CN(C)C1=CC=C(C=C1)CC(C)(C)P(C(C)(C)C)[Pd]C1=C(C=CC=C1)C1=C(C=CC=C1)N [[4-(N,N-dimethylamino)phenyl]di-tert-butylphosphino](2'-amino-1,1'-biphenyl-2-yl)palladium (II)